C1(=CCC=C1)P(C1=CC=CC=C1)C1=CC=CC=C1 cyclopenta-1,4-dien-1-yl-(diphenyl)phosphine